Cl.ClC[C@H]1CN(C2=CC(=C3C(=C12)C(=CS3)C)O)C(=O)C=3NC1=CC=C(C=C1C3)OCCN3CCCC3 [(8R)-8-(chloromethyl)-4-hydroxy-1-methyl-7,8-dihydro-6H-thieno[3,2-e]indol-6-yl]{5-[2-(pyrrolidin-1-yl)ethoxy]-1H-indol-2-yl}methanone hydrochloride